4-(cyclopropylamino)-2-((3-fluoro-4-(4-methylpiperazin-1-yl)phenyl)amino)-N-(2-fluoro-6-methylphenyl)pyrimidine-5-carboxamide C1(CC1)NC1=NC(=NC=C1C(=O)NC1=C(C=CC=C1C)F)NC1=CC(=C(C=C1)N1CCN(CC1)C)F